FC1=C(C(=CC(=C1)OC)F)C1CC(N1C1=CC=2N(C=C1)C=CN2)=O 4-(2,6-difluoro-4-methoxyphenyl)-1-(4H-imidazolo[1,2-a]pyridin-7-yl)azetidin-2-one